CN[C@H]1C[C@H](NC1)C(=O)O (2S,4S)-4-(METHYLAMINO)PYRROLIDINE-2-CARBOXYLIC ACID